C(C)(C)(C)C1=CC=2C(=NC(=CN2)C(CCCC(OC(C)C)[C@H]2N(C(OC2)(C)C)C(=O)OC(C)(C)C)O)N1C([2H])([2H])[2H] tert-butyl (4S)-4-[5-[6-tert-butyl-5-(trideuteriomethyl)pyrrolo[2,3-b]pyrazin-3-yl]-5-hydroxy-1-isopropoxy-pentyl]-2,2-dimethyl-oxazolidine-3-carboxylate